6-acetyl-2-[[6-[4-[[4-(chloromethyl)phenyl]methyl]piperazin-1-yl]-3-pyridyl]amino]-8-cyclopentyl-5-methyl-pyrido[2,3-d]pyrimidin-7-one C(C)(=O)C1=C(C2=C(N=C(N=C2)NC=2C=NC(=CC2)N2CCN(CC2)CC2=CC=C(C=C2)CCl)N(C1=O)C1CCCC1)C